F[C@H]1C[C@H](N(C1)C(CN1CCC(CC1)N(C=1C=C2C=CC=NC2=CC1)C)=O)C#N (2S,4S)-4-fluoro-1-[2-[4-[methyl(6-quinolyl)amino]-1-piperidyl]acetyl]pyrrolidine-2-carbonitrile